OC1=C(C(=CC(=C1)O[C@@H]1OC([C@H](C(C1O)O)O)CO[C@@H]1OC([C@@H](CC1)O)C)O)C(\C=C\C1=CC(=C(C=C1)OC)O)=O (E)-1-[2,6-Dihydroxy-4-[(2S,5S)-3,4,5-trihydroxy-6-[[(2R,5R)-5-hydroxy-6-methyloxan-2-yl]oxymethyl]oxan-2-yl]oxyphenyl]-3-(3-hydroxy-4-methoxyphenyl)prop-2-en-1-one